COC(C1=C(N=CC(=C1)Br)N)=O 2-amino-5-bromonicotinoic acid methyl ester